(S)-2-amino-5-(4-(2-(3,5-difluorophenyl)-N,2-dihydroxyacetamido)-2-methylphenyl)-N-isopropylnicotinamide NC1=C(C(=O)NC(C)C)C=C(C=N1)C1=C(C=C(C=C1)N(C([C@@H](O)C1=CC(=CC(=C1)F)F)=O)O)C